1-(2-(3-(1H-pyrazol-1-yl)phenyl)-9-ethyl-6-morpholino-9H-purin-8-yl)ethan-1-one N1(N=CC=C1)C=1C=C(C=CC1)C1=NC(=C2N=C(N(C2=N1)CC)C(C)=O)N1CCOCC1